Ethyl 4-methyl-2-(6-methylpyridin-3-yl)-1,3-thiazole-5-carboxylate CC=1N=C(SC1C(=O)OCC)C=1C=NC(=CC1)C